3-(N,N-dimethylamino)aniline hydrochloride Cl.CN(C)C=1C=C(N)C=CC1